C1(CC1)CN1C=C(C2=NN(C(C(=C21)C=2C=NC(=CC2)C(F)F)=O)C=2C=CC1=C(N(C(=N1)C)C)C2)C#N 5-(cyclopropylmethyl)-4-(6-(difluoromethyl)pyridin-3-yl)-2-(1,2-dimethyl-1H-benzo[d]imidazol-6-yl)-3-oxo-3,5-dihydro-2H-pyrrolo[3,2-c]pyridazine-7-carbonitrile